[K+].C1(C(=CC(C2=CC=CC=C12)=O)S(=O)(=O)[O-])=O 4-naphthoquinone-2-sulfonic acid, potassium salt